C(C)(=O)OCCCC\C=C\CCCC (E)-deca-5-en-1-yl acetate